2-ethylhexyl-((2,3-dichloropyridin-4-yl) thio) propanoate C(CC)(=O)OSC1=C(C(=NC=C1CC(CCCC)CC)Cl)Cl